(+)-camphor-10-sulphonic acid CC1(C2CCC1(C(=O)C2)CS(=O)(=O)O)C